NC1=CC(=NC=N1)NC1=CC(=C2N(C1=O)C1(CC(N(C(C1)(C)C)O)(C)C)NC2=O)C 6-[(6-aminopyrimidin-4-yl)amino]-1'-hydroxy-2',2',6',6',8-pentamethyl-2H-spiro[imidazo[1,5-a]pyridine-3,4'-piperidine]-1,5-dione